C(C)OC(/C(=C/C1=NC=CC=C1C)/F)=O (Z)-2-fluoro-3-(3-methylpyridin-2-yl)acrylic acid ethyl ester